5-chloro-4-[2R-(difluoromethyl)piperazin-1-yl]-2-(2-fluoro-4-pyridinyl)-1H-pyrimidin-6-one ClC1=C(N=C(NC1=O)C1=CC(=NC=C1)F)N1[C@H](CNCC1)C(F)F